3-(5-(((4-((3-chloro-2-fluorophenyl)amino)-7-methoxyquinazolin-6-yl)oxy)methyl)-7-fluoro-1-Oxoisoindolin-2-yl)piperidine-2,6-dione ClC=1C(=C(C=CC1)NC1=NC=NC2=CC(=C(C=C12)OCC=1C=C2CN(C(C2=C(C1)F)=O)C1C(NC(CC1)=O)=O)OC)F